COC1=CC=C(C=C1)S(=O)(=O)N1N=C(C(=C1C1=CC=CC=C1)S(=O)(=O)C1=CC=C(C=C1)OC)C 1,4-bis((4-methoxyphenyl)sulfonyl)-3-methyl-5-phenyl-1H-pyrazole